(2R)-N-((S or R)-(3,4-dichlorophenyl)(6-(trifluoromethyl)pyridin-3-yl)methyl)-2-methyl-3-oxopiperazine-1-carboxamide ClC=1C=C(C=CC1Cl)[C@H](NC(=O)N1[C@@H](C(NCC1)=O)C)C=1C=NC(=CC1)C(F)(F)F |o1:8|